8'-Chloro-1'-[(3S)-1-(pyridin-2-ylmethyl)pyrrolidin-3-yl]-4'H,6'H-spiro[1,3-dioxolan-2,5'-[1,2,4]triazolo[4,3-a][1]benzazepin] ClC=1C=CC2=C(CC3(CC=4N2C(=NN4)[C@@H]4CN(CC4)CC4=NC=CC=C4)OCCO3)C1